NC[C@@H]1C[C@@H](CN1CC1=CC=CC=C1)CN(C(OC(C)(C)C)=O)C tert-butyl (((3S,5S)-5-(aminomethyl)-1-benzylpyrrolidin-3-yl)methyl)(methyl)carbamate